ClC(CCC(C)=O)CC 5-chloro-2-heptanone